methyl (2S,5R)-5-methyl-3-oxo-2-((((1r,4S)-4-phenylcyclohexyl)oxy)methyl)pyrrolidine-1-carboxylate C[C@@H]1CC([C@@H](N1C(=O)OC)COC1CCC(CC1)C1=CC=CC=C1)=O